5-METHOXY-3-METHYLPENT-2-ENOIC ACID COCCC(=CC(=O)O)C